N1C(=O)N=C(N2CC2)C=C1 N4,N4-ethanocytosine